N-(2,2-dimethyl-6-(4-((5-oxopyrrolidin-2-yl)methyl)piperazin-1-yl)-2,3-dihydrobenzofuran-5-yl)pyrazolo[1,5-a]pyrimidine-3-carboxamide CC1(OC2=C(C1)C=C(C(=C2)N2CCN(CC2)CC2NC(CC2)=O)NC(=O)C=2C=NN1C2N=CC=C1)C